O[C@@H]1[C@@](C2=CC=C3[C@]4(CC[C@]5(CC[C@](C[C@H]5[C@@]4(CC[C@]3(C2=CC1=O)C)C)(C(=O)N)C)C)C)(C)OC (2R,4aS,6aS,9S,10R,12bR,14aS,14bR)-10-hydroxy-9-methoxy-2,4a,6a,9,12b,14a-hexamethyl-11-oxo-1,2,3,4,4a,5,6,6a,9,10,11,12b,13,14,14a,14b-hexadecahydropicene-2-carboxamide